1-(3-bromo-5-methoxyphenyl)-3-(3-fluoro-2-hydroxymethylphenyl)urea BrC=1C=C(C=C(C1)OC)NC(=O)NC1=C(C(=CC=C1)F)CO